ClC1=NC(=C(C(=N1)C)C(=O)OCC)C ethyl 2-chloro-4,6-dimethylpyrimidine-5-carboxylate